C1CCC2=CC(=CC=C12)/C=C/C(=O)N(CC=1SC=CC1)C=1C(=NNC1C)C (E)-3-(2,3-dihydro-1H-inden-5-yl)-N-(3,5-dimethyl-1H-pyrazol-4-yl)-N-(thiophen-2-ylmethyl)acrylamide